[Si](C)(C)(C(C)(C)C)O[C@H](COC1=CC=C(C(=O)OC)C=C1)CF |r| rac-Methyl 4-(2-((tert-butyldimethylsilyl)oxy)-3-fluoropropoxy)benzoate